C(C)(C)N1N=C(C=C1C1[C@H]2CC(C[C@@H]12)N1CCOCC1)C=1C=NC(=NC1)C(F)(F)F 4-((1R,3r,5S,6r)-6-(1-isopropyl-3-(2-(trifluoromethyl)pyrimidin-5-yl)-1H-pyrazol-5-yl)bicyclo[3.1.0]hexane-3-yl)morpholine